C(C=C)N1N(C(C=2C1=NC(=CC2)NC2=NC=C(C(=C2)N[C@H](CO)C2=CC=CC=C2)C2=NC(=NO2)C)=O)C(C)C (S)-1-allyl-6-((4-((2-hydroxy-1-phenylethyl)amino)-5-(3-methyl-1,2,4-oxadiazol-5-yl)pyridin-2-yl)amino)-2-isopropyl-1,2-dihydro-3H-pyrazolo[3,4-b]pyridin-3-one